FC1(CCC(CC1)N1C(N(C2=C1C=C(C=C2)NC(OC(C)(C)C)=O)C)=O)F tert-Butyl (3-(4,4-difluorocyclohexyl)-1-methyl-2-oxo-2,3-dihydro-1H-benzo[d]imidazol-5-yl)carbamate